C(C)(C)(C)OC(=O)N1CC(CC1)(O)C1(CN(C1)C(=O)OCC1=CC=CC=C1)I 3-(1-[(Benzyloxy)carbonyl]-3-iodoazetidin-3-yl)-3-hydroxypyrrolidine-1-carboxylic acid tert-butyl ester